1,3,5-hexanetriol C(CC(CC(C)O)O)O